C(#N)C1=C(C=C(C=C1F)CC(C)C)N1CC(N(C(C1)C)C(=O)OC(C)(C)C)C tert-butyl 4-(2-cyano-3-fluoro-5-isobutylphenyl)-2,6-dimethylpiperazine-1-carboxylate